6-[5-[2-[[6-(1-aminopropan-2-yloxy)-4-fluoro-2,3-dihydro-1H-inden-2-yl]methylamino]ethyl]-2-oxo-1,3-oxazolidin-3-yl]-4H-pyrido[3,2-b][1,4]oxazin-3-one NCC(C)OC1=CC(=C2CC(CC2=C1)CNCCC1CN(C(O1)=O)C=1C=CC=2OCC(NC2N1)=O)F